C(=O)O.C(#N)C=1C(=NC=C(C1C1=CC(=C(C=C1)C#N)F)C1=CC(=C(C=C1)N(C)C)O)N1CCC(CC1)NCC1=CC=C(C=C1)/C=C/C(=O)NO (E)-3-(4-(((1-(3-Cyano-4-(4-cyano-3-fluorophenyl)-5-(4-(dimethylamino)-3-hydroxyphenyl)pyridin-2-yl)piperidin-4-yl)amino)methyl)phenyl)-N-hydroxyacrylamide formate